C1(CC1)C=1N=CN(C1)C=1C(=CC(=C(C(=O)NC2=NC(=CC=C2)C=2N3C(=NN2)CC[C@H]3CCC)C1)F)C (R)-5-(4-cyclopropyl-1H-imidazol-1-yl)-2-fluoro-4-methyl-N-(6-(5-propyl-6,7-dihydro-5H-pyrrolo[2,1-c][1,2,4]triazol-3-yl)pyridin-2-yl)benzamide